C(=O)C1=CC(=C(CNC(C)=O)C(=C1)C)C N-(4-formyl-2,6-dimethyl-benzyl)-acetamide